tert-butyl 4-(2-(4-(4,4,5,5-tetramethyl-1,3,2-dioxaborolan-2-yl)-1H-pyrazol-1-yl)acetyl)piperazine-1-carboxylate CC1(OB(OC1(C)C)C=1C=NN(C1)CC(=O)N1CCN(CC1)C(=O)OC(C)(C)C)C